difluoromethyl-uracil FC(F)C=1C(NC(NC1)=O)=O